Perfluoroiodopentane FC(C(C(C(C(F)(F)F)(F)F)(F)F)(F)F)(I)F